4-(4-chlorophenoxy)-2-trifluoromethylbenzonitrile ClC1=CC=C(OC2=CC(=C(C#N)C=C2)C(F)(F)F)C=C1